CC1(CNC=2C1=NC(=CC2CNC2(CC2)C)C(=O)NC2=CC(=CC=C2)C2(CC(C2)C#N)CC2=NN=CN2C)C 3,3-dimethyl-7-{[(1-methylcyclopropyl)amino]methyl}-N-{3-[(1r,3r)-3-cyano-1-[(4-methyl-1,2,4-triazol-3-yl)methyl]cyclobutyl]phenyl}-1H,2H-pyrrolo[3,2-b]pyridine-5-carboxamide